S1([C@H](O)[C@H](O)[C@@H](CO)O1)N1C(=O)N=C(N)C=C1 thiacytidin